ClC1=C(C=C(C=C1)F)C1C=2N(CC(N1)=O)C=NC2NC(=O)C2=NSC1=C2C=CC=C1 N-(8-(2-chloro-5-fluorophenyl)-6-oxo-5,6,7,8-tetrahydroimidazo[1,5-a]pyrazin-1-yl)benzo[d]isothiazole-3-carboxamide